(S)-5-(2-(2-Chlorophenyl)pyrrolidin-1-yl)-4-methoxypyrimidine-2-carboxylic acid ClC1=C(C=CC=C1)[C@H]1N(CCC1)C=1C(=NC(=NC1)C(=O)O)OC